2-({[5-(4-Methylphenyl)-1,3-oxazol-2-yl]methyl}sulfanyl)-6-(trifluoromethyl)pyrimidin-4-amin CC1=CC=C(C=C1)C1=CN=C(O1)CSC1=NC(=CC(=N1)N)C(F)(F)F